(7-fluoro-[1,2,4]triazolo[4,3-a]quinazolin-5-yl)-8-(4,4,4-trifluoro-3,3-dimethylbut-1-yn-1-yl)-3,4-dihydro-2H-benzo[b][1,4]oxazine FC=1C=C2C(=NC=3N(C2=CC1)C=NN3)C3CNC1=C(O3)C(=CC=C1)C#CC(C(F)(F)F)(C)C